S(=O)(=O)(O)C1=C(C=CC=C1)S(=O)(=O)OCCCCCCCCCCCC.[Na] sodium dodecyl sulfobenzenesulfonate